S(O)(O)(=O)=O.C(CCC)(=O)NC1=CC2=NC3=C(C=CC=C3C2=CC=C1)N 7-(butyroyl)amino-4-aminocyclohepta[7,6-b]indole bisulfate